2-[1-(2-Furo[2,3-c]pyridin-2-yl-6-methyl-4-oxo-chromen-8-yl)ethylamino]benzoic acid O1C(=CC=2C1=CN=CC2)C=2OC1=C(C=C(C=C1C(C2)=O)C)C(C)NC2=C(C(=O)O)C=CC=C2